C(CCC)NC[Si](OCC)(OCC)C N-butylaminomethyl-methyldiethoxysilane